3-hydroxy-9-methylundecanoic acid OC(CC(=O)O)CCCCCC(CC)C